6-bromo-2H,5H-indeno[5,6-d][1,3]dioxole BrC=1CC2=CC3=C(OCO3)C=C2C1